4,8-diethyl-2,10-dimethylundecane-5,7-dione C(C)C(CC(C)C)C(CC(C(CC(C)C)CC)=O)=O